octadecane 3-(3,5-di-tert-butyl-4-hydroxyphenyl)acrylate (S)-1-p-chlorobenzyl-5-oxopiperidine-2-carboxylate ClC1=CC=C(CN2[C@@H](CCC(C2)=O)C(=O)O)C=C1.C(C)(C)(C)C=1C=C(C=C(C1O)C(C)(C)C)C=CC(=O)O.CCCCCCCCCCCCCCCCCC